C(C)(C)(C)S(=O)N(C1(COC1)C1=CC(=C(C(=C1)F)C=1N=C2N(C=CC(=C2)C)C1C[C@H]1CN(CCO1)C(=O)OC)F)C methyl (2S)-2-((2-(4-(3-((tert-butylsulfinyl)(methyl)amino)oxetan-3-yl)-2,6-difluorophenyl)-7-methylimidazo[1,2-a]pyridin-3-yl)methyl)morpholine-4-carboxylate